CSC1=CC(=CN=N1)N 6-(methylthio)pyridazin-4-amine